(R)-2-(1,5-dimethyl-3-phenyl-1H-pyrrol-2-yl)-2-oxo-N-(3-(5-vinylpyrimidin-2-yl)-1,2,3,4,4a,5-hexahydrobenzo[b]pyrazino[1,2-d][1,4]oxazin-8-yl)acetamide CN1C(=C(C=C1C)C1=CC=CC=C1)C(C(=O)NC=1C=CC2=C(OC[C@@H]3N2CCN(C3)C3=NC=C(C=N3)C=C)C1)=O